6-{2-[(1-methyl-1H-pyrazol-5-yl)amino]pyrimidin-4-yl}-2,3-dihydro-1H-isoindol-1-one CN1N=CC=C1NC1=NC=CC(=N1)C1=CC=C2CNC(C2=C1)=O